COC1=C(CN(S(=O)(=O)C2=C(C=C(C(=C2)F)F)F)C(NC)=O)C=CC(=C1)OC N-(2,4-dimethoxybenzyl)-2,4,5-trifluoro-N-(methylcarbamoyl)-benzenesulfonamide